bromobenzo[d]thiazol BrC=1SC2=C(N1)C=CC=C2